CN1N=CC(=C1)C#CC=1C(=CC=NC1)N 5-((1-methyl-1H-pyrazol-4-yl)ethynyl)pyridin-4-amine